N,N'-dilauroyl-propylenediamine diacetic acid C(C)(=O)O.C(C)(=O)O.C(CCCCCCCCCCC)(=O)NCC(C)NC(CCCCCCCCCCC)=O